N-phenyl-glycine ethyl ester C(C)OC(CNC1=CC=CC=C1)=O